C1=CC=C(C=2SC3=C(C21)C=CC=C3)C3=C(C(=NC(=C3N3C2=CC=C(C=C2C=2C=C(C=CC32)C#N)C#N)N3C=2C=CC=CC2N(C2=CC=CC=C32)C3=CC=CC=C3)N3C=2C=CC=CC2N(C2=CC=CC=C32)C3=CC=CC=C3)N3C2=CC=C(C=C2C=2C=C(C=CC32)C#N)C#N 9,9'-(4-(dibenzo[b,d]thiophen-4-yl)-2,6-bis(10-phenylphenazin-5(10H)-yl)pyridine-3,5-diyl)bis(9H-carbazole-3,6-dicarbonitrile)